C(CCCCCCC\C=C/C\C=C/CCCCC)(=O)OCC1=CC(=CC(=C1)COC(=O)OCC1CN(CCC1)CC)COC(CCC(OCC\C=C/CCCC)OCC\C=C/CCCC)=O 3-(((4,4-bis(((Z)-oct-3-en-1-yl)oxy)butanoyl)oxy)methyl)-5-(((((1-ethylpiperidin-3-yl)methoxy)carbonyl)oxy)methyl)benzyl (9Z,12Z)-octadeca-9,12-dienoate